1,8-Dibromohexadecyl-fluorooctane BrC(CCCCCCC(CCCCCCCC)Br)C(CCCCCCC)F